[Si](C)(C)(C(C)(C)C)OCCCCCC([C@H](C)C1=C(C(=CC(=C1)OC)OC)C)=O (R,S)-8-((tert-butyldimethylsilyl)oxy)-2-(3,5-dimethoxy-2-methylphenyl)octan-3-one